C(=O)=C1C(NC(N=C1)=C=O)=C=O tricarbonyl-pyrimidine